3-maleimidyl-propionic acid C1(C=CC(N1CCC(=O)O)=O)=O